CN(C1CC2(CCC(C1)(N2)C)C)C=2N=NC(=CN2)C2=CC=C(C=1N=CSC12)C=1C=NNC1 N,1,5-trimethyl-N-[6-[4-(1H-pyrazol-4-yl)-1,3-benzothiazol-7-yl]-1,2,4-triazin-3-yl]-8-aza-bicyclo[3.2.1]octan-3-amine